N[C@H](CO)C1=CC(=CC=C1)F (S)-2-amino-2-(3-fluorophenyl)ethan-1-ol